CC12N(CCC3=CC=CC=C13)C1=C(C(O2)(C)C)C=C2C(=C1)SC(=N2)C2CCC(CC2)C=O (1R,4R)-4-(4b,6,6-trimethyl-4b,6,13,14-tetrahydrothiazolo[4'',5'':4',5']benzo[1',2':4,5][1,3]oxazino[2,3-a]isoquinolin-9-yl)cyclohexanecarbaldehyde